Ethylmorphine C(C)OC=1C=CC=2C[C@@H]3[C@@H]4C=C[C@@H]([C@H]5[C@@]4(C2C1O5)CCN3C)O